BrC1=NN(C(=C1C=O)C1=CN=NC=C1)COCC[Si](C)(C)C 3-Bromo-5-(pyridazin-4-yl)-1-((2-(trimethylsilyl)ethoxy)methyl)-1H-pyrazole-4-carbaldehyde